FC(C1OC2=C(C=C1C(=O)[O-])C=CC=C2)(F)F 2-trifluoromethyl-2H-benzopyran-3-carboxylate